C(C)(C)(C)OC(=O)NCC1=NC2=C(N1)C=C(C(=C2)C)C(=O)O 2-(((tert-butoxycarbonyl)amino)methyl)-5-methyl-1H-benzo[d]imidazole-6-carboxylic acid